ClC=1C(=NC(=NC1)NC1CCOCC1)C1=CC=C2CN(C(C2=C1)=O)[C@@H](C(=O)N[C@H](CO)C1=NC(=CC=C1)C)C (2R)-2-(6-{5-chloro-2-[(Oxacyclohex-4-yl)amino]pyrimidin-4-yl}-1-oxo-2,3-dihydro-1H-isoindol-2-yl)-N-[(1S)-2-hydroxy-1-(6-methylpyridin-2-yl)ethyl]propionamide